(pyrrolidin-1-yl)[4-(pyrrolidin-2-ylmethoxy)phenyl]methanone hydrochloride Cl.N1(CCCC1)C(=O)C1=CC=C(C=C1)OCC1NCCC1